(E)-2,4-octadienal C(\C=C\C=CCCC)=O